4-((5-(6-methoxypyridin-3-yl)-1H-pyrazol-3-yl)amino)-3-methylphenol COC1=CC=C(C=N1)C1=CC(=NN1)NC1=C(C=C(C=C1)O)C